N1[C@H](CCCC1)CO [(2R)-piperidin-2-yl]methanol